2-(2-(ethylthio)-5-(4-(trifluoromethoxy)phenyl)pyrazolo[1,5-a]pyrimidin-3-yl)-3-methyl-6-(trifluoromethyl)-3H-imidazo[4,5-c]pyridine C(C)SC1=NN2C(N=C(C=C2)C2=CC=C(C=C2)OC(F)(F)F)=C1C1=NC2=C(C=NC(=C2)C(F)(F)F)N1C